(rac)-tert-butyl [(3-amino-5-{3-[5-(2-chloro-5-fluoropyrimidin-4-yl)-2-fluorophenoxy]propoxy}benzyl)(methyl)oxido-λ6-sulfanylidene]carbamate NC=1C=C(C[S@](=O)(C)=NC(OC(C)(C)C)=O)C=C(C1)OCCCOC1=C(C=CC(=C1)C1=NC(=NC=C1F)Cl)F |r|